C(C)(C)(C)OC(=O)N1CC=2N(CC1)N=C(C2)C2=C(C1=C(C(=N2)C=2C=NN(C2)C)CCC1O)C1=C(C=C(C=C1)F)OC 2-[4-(4-fluoro-2-methoxy-phenyl)-5-hydroxy-1-(1-methylpyrazol-4-yl)-6,7-dihydro-5H-cyclopenta[c]pyridin-3-yl]-6,7-dihydro-4H-pyrazolo[1,5-a]pyrazine-5-carboxylic acid tert-butyl ester